1,8-dimethoxy-2-methyl-3-phenanthrenemethylamine COC1=C(C(=CC=2C3=CC=CC(=C3C=CC12)OC)CN)C